3-Methyl-pyridine-2-carboxylic acid {1-[5-(1-methyl-2-oxo-1,2,3,4-tetrahydro-quinolin-6-yl)-pyridin-3-yl]-cyclopropyl}-amide CN1C(CCC2=CC(=CC=C12)C=1C=C(C=NC1)C1(CC1)NC(=O)C1=NC=CC=C1C)=O